FC1=C(C(=O)O)C=CC(=C1)C(F)(F)F 2-fluoro-4-(trifluoromethyl)-benzoic acid